COC1=C(C=C2CN(CC(C2=O)C2=CC=NC=C2)C)C=CC(=C1OC)OC 3-(2,3,4-trimethoxybenzylidene)-5-(4-pyridyl)-N-methyl-4-piperidone